N-((S)-5-methyl-4-oxo-2,3-dihydro-1,5-benzoxazepin-3-yl)-5-phenyl-1,4,5,7-tetrahydropyrano[3,4-c]pyrazole-3-carboxamide CN1C([C@H](COC2=C1C=CC=C2)NC(=O)C=2C1=C(NN2)COC(C1)C1=CC=CC=C1)=O